ClC=1C=C(C=CC1)CC1(CCC2([C@H](CC3=CC=CC=C23)C[C@H](COCC2=CC=C(C=C2)OC)C)CC1)C#N (1s,2'S,4R)-4-[(3-chlorophenyl)methyl]-2'-{(2R)-3-[(4-methoxyphenyl)methoxy]-2-methylpropyl}-2',3'-dihydrospiro[cyclohexane-1,1'-indene]-4-carbonitrile